(9aR,10S)-10-((R)-(2,3-Difluorophenyl)(4-fluorophenyl)methyl)-4-methoxy-8,9,9a,10-tetrahydro-7H-pyrrolo[1',2':4,5]pyrazino[1,2-b]pyridazin-3,5-dion FC1=C(C=CC=C1F)[C@H]([C@H]1[C@@H]2N(C(C=3N1N=CC(C3OC)=O)=O)CCC2)C2=CC=C(C=C2)F